O=C1N(CC2=CC=CC=C2C12CCN(CC2)C2CCC(CC2)=C(C)C)CCNNS(=O)(=O)N N-(2-(3-oxo-1'-(4-(propan-2-ylidene)cyclohexyl)-1H-spiro[isoquinoline-4,4'-piperidin]-2(3H)-yl)ethyl)amino-sulfamide